COC1=CC=C(C=C1)C(C1=CC(=C(C=C1C)O)C1CCCCC1)C1=CC(=C(C=C1C)O)C1CCCCC1 4,4'-(4-methoxy-phenylmethylenebis(2-cyclohexyl-5-methylphenol))